N-(3,5-difluoro-4-{[6-methoxy-7-(trifluoromethoxy)quinolin-4-yl]oxy}phenyl)-4-methoxypyridine-3-carboxamide FC=1C=C(C=C(C1OC1=CC=NC2=CC(=C(C=C12)OC)OC(F)(F)F)F)NC(=O)C=1C=NC=CC1OC